bis[N-(2-naphthyl)-N-phenylamino]biphenyl C1=C(C=CC2=CC=CC=C12)N(C1=CC=CC=C1)C1=CC=C(C=C1)C1=CC=C(C=C1)N(C1=CC2=CC=CC=C2C=C1)C1=CC=CC=C1